The molecule is a polysaccharide consisting of alpha-D-Glcp-(1->2)-alpha-D-Glcp-(1->3)-alpha-D-Glcp-(1->3)-alpha-D-Manp-(1->2)-beta-D-Manp-(1->2)-alpha-D-Manp-(1->3)-beta-D-Manp-(1->4)-beta-D-GlcpNAc-(1->4)-alpha-D-GlcpNAc in which the beta-D-Manp- residue attached to the beta-D-Glcp residue is glycosylated at position 6 by an alpha-D-mannopyranosyl group, which in turn is substituted at positions 3 and 6 by 2-O-alpha-D-mannopyranosyl-alpha-D-mannopyranosyl groups. CC(=O)N[C@@H]1[C@H]([C@@H]([C@H](O[C@@H]1O)CO)O[C@H]2[C@@H]([C@H]([C@@H]([C@H](O2)CO)O[C@H]3[C@H]([C@H]([C@@H]([C@H](O3)CO[C@@H]4[C@H]([C@H]([C@@H]([C@H](O4)CO[C@@H]5[C@H]([C@H]([C@@H]([C@H](O5)CO)O)O)O[C@@H]6[C@H]([C@H]([C@@H]([C@H](O6)CO)O)O)O)O)O[C@@H]7[C@H]([C@H]([C@@H]([C@H](O7)CO)O)O)O[C@@H]8[C@H]([C@H]([C@@H]([C@H](O8)CO)O)O)O)O)O)O[C@@H]9[C@H]([C@H]([C@@H]([C@H](O9)CO)O)O)O[C@H]1[C@H]([C@H]([C@@H]([C@H](O1)CO)O)O)O[C@@H]1[C@H]([C@H]([C@@H]([C@H](O1)CO)O)O[C@@H]1[C@@H]([C@H]([C@@H]([C@H](O1)CO)O)O[C@@H]1[C@@H]([C@H]([C@@H]([C@H](O1)CO)O)O)O[C@@H]1[C@@H]([C@H]([C@@H]([C@H](O1)CO)O)O)O)O)O)O)O)NC(=O)C)O